2-([1,1'-biphenyl]-3-yl)-4-(1-bromonaphthalen-2-yl)-6-phenyl-1,3,5-triazine C1(=CC(=CC=C1)C1=NC(=NC(=N1)C1=C(C2=CC=CC=C2C=C1)Br)C1=CC=CC=C1)C1=CC=CC=C1